1-(4-((3-(trifluoromethyl)phenyl)amino)-6-((2-fluorophenyl)amino)-1,3,5-triazin-2-yl)pyrrolidin-3-ol FC(C=1C=C(C=CC1)NC1=NC(=NC(=N1)NC1=C(C=CC=C1)F)N1CC(CC1)O)(F)F